NC1=C(C=NN1C=1C=NC(=CC1C)OC1=C(C=CC=C1F)F)C(=O)C1=CC2=C3CCN(CC3=CC=C2N1)C1CCNCC1 (5-amino-1-{6-[(2,6-difluorophenyl)oxy]-4-methylpyridin-3-yl}pyrazol-4-yl)[7-(hexahydropyridin-4-yl)-6,7,8,9-tetrahydro-3H-pyrrolo[3,2-f]isoquinolin-2-yl]methanone